trans-Ethyl-2-[(1S,3R)-3-[[tert-butyl(dimethyl)silyl]oxymethyl]-2-[2-(2,6-dichlorophenyl)acetyl]-1-methyl-3,4-dihydro-1H-isoquinolin-5-yl]cyclopropanecarboxylate C(C)OC(=O)[C@H]1[C@@H](C1)C1=C2C[C@@H](N([C@H](C2=CC=C1)C)C(CC1=C(C=CC=C1Cl)Cl)=O)CO[Si](C)(C)C(C)(C)C